(Tetrahydropyrrolo[3,4-c]pyrrole-2,5(1H,3H)-diyl)bis((6-(1H-benzo[d]imidazol-2-yl)pyridine-2-yl)methanone) C1N(CC2C1CN(C2)C(=O)C2=NC(=CC=C2)C2=NC1=C(N2)C=CC=C1)C(=O)C1=NC(=CC=C1)C1=NC2=C(N1)C=CC=C2